2-((2-((4-(4-(((2-(2,6-dioxopiperidin-3-yl)-1-oxoisoindoline-5-yl)methyl)amino)piperidin-1-yl)-2-methoxyphenyl)amino)-5-(trifluoromethyl)pyridin-4-yl)amino)-N-methylbenzamide O=C1NC(CCC1N1C(C2=CC=C(C=C2C1)CNC1CCN(CC1)C1=CC(=C(C=C1)NC1=NC=C(C(=C1)NC1=C(C(=O)NC)C=CC=C1)C(F)(F)F)OC)=O)=O